ethyl 3-(1-hydroxybut-3-en-1-yl)-1-((2-(trimethylsilyl)ethoxy)methyl)-1H-pyrazole-5-carboxylate OC(CC=C)C1=NN(C(=C1)C(=O)OCC)COCC[Si](C)(C)C